[C@@]12(C(=O)CC(CC1)C2(C)C)CS(=O)(=O)[O-] (R)-(-)-camphorsulfonate